C1(CC1)C1=NN(C(=C1C(F)(F)F)C(=O)OCC)CC1(CC(C1)C(F)(F)F)C Ethyl 3-cyclopropyl-1-((1-methyl-3-(trifluoromethyl)cyclobutyl)methyl)-4-(trifluoromethyl)-1H-pyrazole-5-carboxylate